C(\C=C/C(=O)OCCCCCCCC)(=O)OCCCCCCCC dioctyl (Z)-but-2-enediate